3-(3-dimethylamino-propionyl)-5-methyl-7-(4-(3-dimethylamino-propionyl)phenyl)coumarin CN(CCC(=O)C=1C(OC2=CC(=CC(=C2C1)C)C1=CC=C(C=C1)C(CCN(C)C)=O)=O)C